1-[(2,6-dichlorophenyl)methyl]-3-methyl-N-(1-methylcyclopropyl)-2-oxo-benzimidazole-5-sulfonamide ClC1=C(C(=CC=C1)Cl)CN1C(N(C2=C1C=CC(=C2)S(=O)(=O)NC2(CC2)C)C)=O